C1(CCCC1)C/1=CC(O\C1=C/[Si](C(C)C)(C(C)C)C(C)C)=O (Z)-4-cyclopentyl-5-((triisopropylsilyl)methylene)furan-2(5H)-one